C(C)C=1N(C=2N(C(C1N1CCNCC1)=O)N=C(N2)C2=CCC(CC2)OC)CC(=O)NC=2C(=NC(=CC2)C(F)(F)F)C (5-ethyl-2-(4-methoxycyclohex-1-en-1-yl)-7-oxo-6-(piperazin-1-yl)-[1,2,4]triazolo[1,5-a]pyrimidin-4(7H)-yl)-N-(2-methyl-6-(trifluoromethyl)pyridin-3-yl)acetamide